N-(5-Cyclopentyl-1H-pyrazol-3-yl)-2-[4-[(2,2-difluoropropylamino)methyl]-2-azabicyclo[2.1.1]hexan-2-yl]pyrimidin-4-amine C1(CCCC1)C1=CC(=NN1)NC1=NC(=NC=C1)N1C2CC(C1)(C2)CNCC(C)(F)F